C(C)C1=NN2C(C=C(C=C2C)N2CC3(C2)CN(C3)C([C@@H](C)O)=O)=C1N(C=1SC(=C(N1)C1=CC=C(C=C1)F)C#N)C (R)-2-((2-ethyl-5-(6-(2-hydroxypropionyl)-2,6-diazaspiro[3.3]heptan-2-yl)-7-methylpyrazolo[1,5-a]pyridin-3-yl)(methyl)amino)-4-(4-fluorophenyl)thiazole-5-carbonitrile